(3-(hydroxyimino)butan-2-yl)(isobutyl)phosphinic acid ON=C(C(C)P(O)(=O)CC(C)C)C